FC1=C(C=C(C(=C1)C(F)(F)F)F)NS(=O)(=O)C1=CNC(=C1)C1=CC=C2N1N=CC=C2 N-[2,5-difluoro-4-(trifluoromethyl)phenyl]-5-pyrrolo[1,2-b]pyridazin-7-yl-1H-pyrrole-3-sulfonamide